C[C@]12CC3(CC(C[C@@](C1)(C3)C)C2)NC(NC2=CC=C(C(=O)N3C[C@H](CCC3)C(=O)NCCCCCCC(=O)NO)C=C2)=O (S)-1-(4-(3-((1r,3r,5S,7r)-3,5-dimethyladamantan-1-yl)ureido)benzoyl)-N-(7-(hydroxyamino)-7-oxoheptyl)piperidine-3-carboxamide